tert-butyl (R)-4-(2-chloro-7-(8-chloronaphthalen-1-yl)-5H-pyrano[2,3-d]pyrimidin-4-yl)-2-methylpiperazine-1-carboxylate ClC=1N=C(C2=C(N1)OC(=CC2)C2=CC=CC1=CC=CC(=C21)Cl)N2C[C@H](N(CC2)C(=O)OC(C)(C)C)C